Cl.NC\C=C(\CN1C=NC2=C1C=C(C=C2C2=CC(=CC=C2)S(=O)(=O)N2CC(CC2)(F)F)C(=O)O)/F (Z)-1-(4-amino-2-fluorobut-2-en-1-yl)-4-(3-((3,3-difluoropyrrolidin-1-yl)sulfonyl)phenyl)-1H-benzo[d]imidazole-6-carboxylic acid hydrochloride